C(C(C(CC(=O)OCCCCC)C(=O)OCCCCC)C(=O)OCCCCC)C(=O)OCCCCC tetra-n-amyl 1,2,3,4-butanetetracarboxylate